FC(CCCCCCC)(F)C1=NOC(=N1)CC(C(=O)O)=C 2-((3-(1,1-difluorooctyl)-1,2,4-oxadiazol-5-yl)methyl)acrylic acid